C(CCC)OC=1C=C(C=CC1)/C(=C(/C=1C=C2C=NNC2=CC1)\C1=CC=C(C=C1)/C=C/C(=O)O)/CC (E)-3-(4-((E)-2-(3-butoxyphenyl)-1-(1H-indazol-5-yl)but-1-en-1-yl)phenyl)acrylic acid